N-(5-Chloro-6-(2H-1,2,3-triazol-2-yl)pyridin-3-yl)-1-(2-fluorochinolin-5-yl)-5-(trifluoromethyl)-1H-pyrazol-4-carboxamid ClC=1C=C(C=NC1N1N=CC=N1)NC(=O)C=1C=NN(C1C(F)(F)F)C1=C2C=CC(=NC2=CC=C1)F